COCCO[C@@]1([C@H](O)[C@H](O)[C@@H](CO)O1)N1C=NC=2C(N)=NC=NC12 2-MethoxyEthoxyAdenosine